ethyl (E)-4-((E)-4-cyanobenzylidene)-2-methyldec-2-enoate C(#N)C1=CC=C(\C=C(\C=C(\C(=O)OCC)/C)/CCCCCC)C=C1